(3E)-10,10-dipropoxy-3-decen-1-ol C(CC)OC(CCCCC/C=C/CCO)OCCC